4-(3-Chloroanilino)-2'-(3-phenoxypropyl)-2',3'-dihydrospiro[cyclohexane-1,1'-isoindole]-4-carbonitrile ClC=1C=C(NC2(CCC3(N(CC4=CC=CC=C34)CCCOC3=CC=CC=C3)CC2)C#N)C=CC1